OC=1C=C(C=CC1O)/C=C/C(=O)C1=CC=C(C=C1)NC(C1=CC(=CC(=C1)F)F)=O (E)-N-(4-(3-(3,4-Dihydroxyphenyl)acryloyl)phenyl)-3,5-difluorobenzamide